(1r,2r)-2-((4-(5-(4-amino-3-(4-phenoxyphenyl)-1H-pyrazolo[3,4-d]pyrimidin-1-yl)pyridin-2-yl)piperazin-1-yl)methyl)cyclohexane-1-carbaldehyde NC1=C2C(=NC=N1)N(N=C2C2=CC=C(C=C2)OC2=CC=CC=C2)C=2C=CC(=NC2)N2CCN(CC2)C[C@H]2[C@@H](CCCC2)C=O